2-chloro-1-((5-chloropyrimidin-2-yl)methyl)-6-fluoro-1H-benzo[d]imidazole ClC1=NC2=C(N1CC1=NC=C(C=N1)Cl)C=C(C=C2)F